ClC1=CC=C(OC=2C=CC=C3C=C(C(=NC23)C)C)C=C1 8-(4-chlorophenoxy)-2,3-dimethylquinoline